(4-amino-7-fluoroimidazo[1,5-a]quinoxalin-8-yl)(4-(methylsulfonyl)-2-(5-(trifluoromethyl)pyridin-2-yl)piperazin-1-yl)methanone NC=1C=2N(C3=CC(=C(C=C3N1)F)C(=O)N1C(CN(CC1)S(=O)(=O)C)C1=NC=C(C=C1)C(F)(F)F)C=NC2